Br.ClC1=C2CCNCC2=C(C=C1O)O 5-chloro-1,2,3,4-tetrahydroisoquinoline-6,8-diol HBr